6-((2S,3S)-2-benzyl-3-methoxypyrrolidin-1-yl)-4-morpholinopyridin-2(1H)-one C(C1=CC=CC=C1)[C@@H]1N(CC[C@@H]1OC)C1=CC(=CC(N1)=O)N1CCOCC1